2-(dimethylamino)-1-(4-(3-(3-isopropyl-2-(1H-pyrazolo[3,4-b]pyridin-4-yl)-1H-indol-5-yl)-1,2,4-oxadiazol-5-yl)piperidin-1-yl)ethan-1-one CN(CC(=O)N1CCC(CC1)C1=NC(=NO1)C=1C=C2C(=C(NC2=CC1)C1=C2C(=NC=C1)NN=C2)C(C)C)C